(8-(oxazole-2-carbonyl)-8-azabicyclo[3.2.1]oct-3-yl)carbamic acid tert-butyl ester C(C)(C)(C)OC(NC1CC2CCC(C1)N2C(=O)C=2OC=CN2)=O